ClC=1C=C(C(=O)NC2=NC=C(C=N2)NC2=NC=NN3C2=C(C(=C3)OCCCN3[C@@H](CCC3)CO)C)C=CC1F 3-chloro-4-fluoro-N-(5-{[6-({3-[(2S)-2-(hydroxymethyl)pyrrolidin-1-yl]propyl}oxy)-5-methylpyrrolo[2,1-f][1,2,4]triazin-4-yl]amino}pyrimidin-2-yl)-benzamide